4-[(1E)-2-(4-aminophenyl)diazenyl]benzoic acid NC1=CC=C(C=C1)/N=N/C1=CC=C(C(=O)O)C=C1